2-(2-aminopyrimidin-4-yl)-3-[(3-chloro-5-fluoro-2-methoxyphenyl)amino]-1H,5H,6H,7H-pyrrolo[3,2-c]pyridin-4-one NC1=NC=CC(=N1)C1=C(C=2C(NCCC2N1)=O)NC1=C(C(=CC(=C1)F)Cl)OC